N-((3,5-difluoropyridin-2-yl)methyl)-6-(4-fluorophenyl)pyrido[2,3]pyrimidin-4-amine FC=1C(=NC=C(C1)F)CNC1=NC=NC2=C1N=C(C=C2)C2=CC=C(C=C2)F